4-[4-(4-piperidyloxy)cyclohexoxy]piperidine N1CCC(CC1)OC1CCC(CC1)OC1CCNCC1